8-((1-(N-butylsulfamoyl)cyclopropyl)methoxy)-N-(4-cyano-3-fluorobenzyl)-1-methyl-2-oxo-1,2-dihydropyrido[2,3-d]pyridazine-3-carboxamide C(CCC)NS(=O)(=O)C1(CC1)COC=1N=NC=C2C1N(C(C(=C2)C(=O)NCC2=CC(=C(C=C2)C#N)F)=O)C